NC1=CC2=C(C=C(C=C2C=C1)S(=O)(=O)O)S(=O)(=O)O 2-aminonaphthalene-6,8-disulfonic ACID